3-amino-7-fluorodibenzo[b,e][1,4]dioxin-2-carboxylic acid methyl ester COC(=O)C1=CC2=C(OC3=C(O2)C=CC(=C3)F)C=C1N